N-(1-(6-(2-aminophenyl)pyridazin-3-yl)piperidin-3-yl)-4-bromobenzamide NC1=C(C=CC=C1)C1=CC=C(N=N1)N1CC(CCC1)NC(C1=CC=C(C=C1)Br)=O